tert-butyl N-[(3R)-5-[(4-chlorophenyl)methyl]-8-fluoro-7-[[(Z)-N-hydroxy-C-(2,2,2-trifluoroethyl)carbonimidoyl]carbamoyl]-4-oxo-2,3-dihydro-1,5-benzothiazepin-3-yl]carbamate ClC1=CC=C(C=C1)CN1C([C@H](CSC2=C1C=C(C(=C2)F)C(N\C(=N/O)\CC(F)(F)F)=O)NC(OC(C)(C)C)=O)=O